C(C1=CC=CC=C1)OC[C@]1(CN(CC1)C(C)(C)C1=NC=CC=C1)CCC1=CC=C(C#N)C=C1 (R)-4-(2-(3-((benzyloxy)methyl)-1-(2-(pyridin-2-yl)propan-2-yl)pyrrolidin-3-yl)ethyl)benzonitrile